C(C)(C)(C)OC(=O)N1C=C(CC1)C=1C2=CN(N=C2C(=CC1)C(=O)OC)CC methyl 4-[1-(tert-butoxycarbonyl)-4,5-dihydropyrrol-3-yl]-2-ethylindazole-7-carboxylate